(22S,23S,24S)-3beta-bromo-22,23-dihydroxy-5alpha-cholestan-6-one Br[C@@H]1C[C@@H]2C(C[C@H]3[C@@H]4CC[C@H]([C@@H]([C@@H]([C@H](CC(C)C)O)O)C)[C@]4(CC[C@@H]3[C@]2(CC1)C)C)=O